iron tris(tridecane-6,8-dione) CCCCCC(CC(CCCCC)=O)=O.CCCCCC(CC(CCCCC)=O)=O.CCCCCC(CC(CCCCC)=O)=O.[Fe]